C1CC12NCCC(C2)N2C(=CC1=C2N=NC(=C1)C1=C(C=C(C=C1)N1N=NC=C1)O)C 2-[7-(4-azaspiro[2.5]octan-7-yl)-6-methyl-7H-pyrrolo[2,3-c]pyridazin-3-yl]-5-(1H-1,2,3-triazol-1-yl)phenol